2-(5-(1-((1r,2r,3r,5r)-6,6-difluoro-2-methoxy-1,5-dimethyl-8-azabicyclo[3.2.1]oct-3-yl)vinyl)pyrazin-2-yl)-5-(1H-imidazol-1-yl)phenol FC1([C@]2(C[C@@H]([C@H]([C@@](C1)(N2)C)OC)C(=C)C=2N=CC(=NC2)C2=C(C=C(C=C2)N2C=NC=C2)O)C)F